NC=1C(=C(C=CC1)SC=1N=CC(=NC1)N1CCC2(CC1)CC1=CC=CC=C1C2)Cl (S)-1'-(5-((3-amino-2-chlorophenyl)thio)pyrazin-2-yl)-1,3-dihydrospiro[indene-2,4'-piperidin]